(3R,4S)-4-(4-(4-(dimethoxymethyl)piperidin-1-yl)-3-fluorophenyl)-3-phenylisochroman-7-ol COC(C1CCN(CC1)C1=C(C=C(C=C1)[C@@H]1[C@@H](OCC2=CC(=CC=C12)O)C1=CC=CC=C1)F)OC